COC(CCOCCOCCO)OC 2-[2-(3,3-dimethoxypropoxy)ethoxy]ethanol